5-bromo-4-chloro-3-iodo-1H-pyrrolo[2,3-b]pyridine BrC=1C(=C2C(=NC1)NC=C2I)Cl